CC1(OB(OC1(C)C)C1=CC=C(C=C1)N1CC2(CCN(C2)C(=O)OC(C)(C)C)CC1)C Tert-butyl 7-(4-(4,4,5,5-tetramethyl-1,3,2-dioxaborolan-2-yl)phenyl)-2,7-diazaspiro[4.4]nonane-2-carboxylate